C1(=CC=C(C=C1)N(C1=CC=C(C=C1)C1=CC2=CC=CC=C2C=C1)C1=CC=C(C=C1)C1=C(C=CC=C1)N1C2=CC=CC=C2C=2C=CC(=CC12)C1=C(C(=C(C(=C1[2H])[2H])[2H])[2H])[2H])C1=CC=CC=C1 N-[1,1'-biphenyl-4-yl]-N-(4-naphthalen-2-yl-phenyl)-{2'-(2-phenyl-d5-9H-carbazol-9-yl)-[1,1'-biphenyl-4-yl]}amine